2,4,5,7-Tetrachloro-8-fluoro-pyrido[4,3-d]pyrimidine ClC=1N=C(C2=C(N1)C(=C(N=C2Cl)Cl)F)Cl